CC(C[C@@H](C(=O)NC)NC1=NC(=NC=2CCCCC12)N1CC2(CN(C2)C(=O)OC(C)(C)C)CC1)C tert-butyl (S)-6-(4-((4-methyl-1-(methylamino)-1-oxopentan-2-yl)amino)-5,6,7,8-tetrahydroquinazolin-2-yl)-2,6-diazaspiro[3.4]octane-2-carboxylate